(S)-5,5',6,6'-tetramethoxy-[1,1'-biphenyl]-2,2'-dicarboxaldehyde COC1=CC=C(C(=C1OC)C=1C(=CC=C(C1OC)OC)C=O)C=O